ClC1=CC=C(C=C1)C[C@H](C[C@H]1C(NCC1)=O)NC([C@H](CC1CCCCC1)NC(C=CC1=CC=CC=C1)=O)=O (4-chlorophenyl)(S)-2-((S)-2-cinnamamido-3-cyclohexylpropionamido)-3-((S)-2-oxopyrrolidin-3-yl)propane